FC1(CCC(CC1)[C@@H](C(=O)NC1=NC=CC(=C1)C=O)NC(OC(C)(C)C)=O)F Tert-butyl (S)-(1-(4,4-difluorocyclohexyl)-2-((4-formylpyridin-2-yl)amino)-2-oxoethyl)carbamate